FC=1C=C(C=CC1F)NC(=O)C=1N(C=C(C1)C(C(NC1=CC=CC=C1)=O)=O)C N-(3,4-difluorophenyl)-1-methyl-4-(2-oxo-2-(phenylamino)acetyl)-1H-pyrrole-2-carboxamide